NC1=NC=C(C(=N1)C(F)F)C1=NC(=NC(=N1)N1CCOCC1)N1CCN(CC1)C(CCCCNC(C=C(C)C)=O)=O N-(5-(4-(4-(2-amino-4-(difluoromethyl)pyrimidin-5-yl)-6-morpholino-1,3,5-triazin-2-yl)piperazin-1-yl)-5-oxopentyl)-3-methylbut-2-enamide